(S)-4-(7-(Dimethylphosphoryl)-1H-indol-3-yl)-2-((1-hydroxypropan-2-yl)amino)pyrimidine-5-Nitrile CP(=O)(C)C=1C=CC=C2C(=CNC12)C1=NC(=NC=C1C#N)N[C@H](CO)C